5-(2-(6-amino-2-ethylpyridin-3-yl)phenyl)pyridin-2-ol NC1=CC=C(C(=N1)CC)C1=C(C=CC=C1)C=1C=CC(=NC1)O